C1(CC1)C[C@@H](C(=O)NC(C(=O)OC)C=1C=NC=CC1C(F)(F)F)NC(=O)C=1NC2=C(C=CC=C2C1)F methyl 2-[[(2S)-3-cyclopropyl-2-[(7-fluoro-1H-indole-2-carbonyl)amino]propanoyl]amino]-2-[4-(trifluoromethyl)-3-pyridyl]acetate